N-((4-((((S)-1,4-dioxan-2-yl)methyl)amino)-3-nitrophenyl)sulfonyl)-2-((1H-pyrrolo[2,3-b]pyridin-5-yl)oxy)-4-(4-(2-(2-cyclopropylphenyl)pyrrolidin-1-yl)cyclohexyl)benzamide O1[C@H](COCC1)CNC1=C(C=C(C=C1)S(=O)(=O)NC(C1=C(C=C(C=C1)C1CCC(CC1)N1C(CCC1)C1=C(C=CC=C1)C1CC1)OC=1C=C2C(=NC1)NC=C2)=O)[N+](=O)[O-]